C1(=CC=CC=C1)C1=NC(=NC(=N1)C1=CC=CC=C1)C1=C(C=C(C=C1)OCCCCCC)O (4,6-diphenyl-1,3,5-triazin-2-yl)-5-hexyloxyphenol